tert-butyl 6-[6-(methoxycarbonyl)-3-methylpyridin-2-yl]-2,6-diazaspiro[3.5]nonane-2-carboxylate COC(=O)C1=CC=C(C(=N1)N1CC2(CN(C2)C(=O)OC(C)(C)C)CCC1)C